(1-((1s,3s)-3-ethoxycyclobutyl)-3-(pyridin-2-yl)-1H-pyrazol-4-yl)-2-(1H-pyrazol-4-yl)oxazole-4-carboxamide C(C)OC1CC(C1)N1N=C(C(=C1)C1=C(N=C(O1)C=1C=NNC1)C(=O)N)C1=NC=CC=C1